2-(2-morpholinoacetyl)cyclopropane-1-carboxylic acid O1CCN(CC1)CC(=O)C1C(C1)C(=O)O